platinum (0) 2,4,6,8-tetramethyl-2,4,6,8-tetravinylcyclotetrasiloxane C[Si]1(O[Si](O[Si](O[Si](O1)(C=C)C)(C=C)C)(C=C)C)C=C.[Pt]